FC1=C(C(=C(C(=C1C[B-](CC1=C(C(=C(C(=C1F)F)F)F)F)(CC1=C(C(=C(C(=C1F)F)F)F)F)CC1=C(C(=C(C(=C1F)F)F)F)F)F)F)F)F.C(C)(=O)C1=CC=C(C=C1)[S+](C1=CC=CC=C1)C1=CC=CC=C1 4-Acetylphenyldiphenylsulfonium tetrakis-(pentafluorobenzyl)-borat